NC=1N=CC(=NC1OC(C)C1=C(C(=CC=C1F)F)Cl)C1=CC=C(C=C1)NS(=O)(=O)CCN1CCOCC1 2-morpholin-4-yl-ethanesulfonic acid (4-{5-amino-6-[1-(2-chloro-3,6-difluoro-phenyl)-ethoxy]-pyrazin-2-yl}-phenyl)-amide